acryloyloxymethyl-3-pentafluoroethyl propylene oxide C(C=C)(=O)OCC1C(CC(C(F)(F)F)(F)F)O1